NC=1C=C(C=C(C1)C(F)(F)F)[C@@H](C)C1=C2C(=NC(=NC2=CC(=C1C[C@H](C)OC)OC)C)N ((R)-1-(3-amino-5-(trifluoromethyl)phenyl)ethyl)-7-methoxy-6-((S)-2-methoxypropyl)-2-methylquinazolin-4-amine